Cl.C1CN2C(CCC3=CC=CC1=C23)=O 5,6-dihydro-1H-pyrrolo[3,2,1-ij]quinoline-4(2H)-one hydrochloride